C1N(CCC2=CN=C(C=C12)C(=O)OC)C(=O)OC(C)(C)C 2-tert-butyl 7-methyl 3,4-dihydro-2,6-naphthyridine-2,7(1H)-dicarboxylate